perfluoroisobutyraldehyde FC(C=O)(C(F)(F)F)C(F)(F)F